NC1=C(C=CC2=CC=CC=C12)N=NC=1C=NC(=CC1)C1=CC=C(C=C1)CCCC 4-amino-3-[6-(4-butylphenyl)pyridine-3-ylazo]naphthalene